CC=1C=C(SC1)N1C(N(C(C1)=O)CC1=CC(=C(OC(C(=O)OCC)(C)C)C(=C1)C)C)=O Ethyl 2-(4-((3-(4-methylthiophenyl)-2,5-dioxoimidazolin-1-yl)methyl)-2,6-dimethylphenoxy)-2-methylpropionate